tert-butyl N-[2-ethoxy-3-[2-methyl-7-(4,4,5,5-tetramethyl-1,3,2-dioxaborolan-2-yl)benzimidazol-1-yl]propyl]-N-methyl-carbamate C(C)OC(CN(C(OC(C)(C)C)=O)C)CN1C(=NC2=C1C(=CC=C2)B2OC(C(O2)(C)C)(C)C)C